FC1(CCN(CC1)C=1C=C(C(=O)NC=2C(=NC(=CC2)NC(CO)(C)C)N2CCC3(CC3)CC2)C=C(C1)C)F 3-(4,4-Difluoropiperidin-1-yl)-N-(6-((1-hydroxy-2-methylpropan-2-yl)amino)-2-(6-azaspiro[2.5]octan-6-yl)pyridin-3-yl)-5-methylbenzamide